FC=1C=C(C=CC1C(F)(F)F)C(=C)C=1C(=C(N(C1)S(=O)(=O)C1=CC=C(C=C1)C)C(=O)OCC)C ethyl 4-(1-(3-fluoro-4-(trifluoromethyl)phenyl)ethenyl)-3-methyl-1-(4-methylbenzene-1-sulfonyl)-1H-pyrrole-2-carboxylate